NC1=C(C=NC=C1)OC[C@@H](C(=O)O)NC(=O)OC(C)(C)C (S)-3-((4-aminopyridin-3-yl)oxy)-2-((tert-butoxycarbonyl)amino)propionic acid